3,3-dimethoxycyclobutylmethanol COC1(CC(C1)CO)OC